trans-undec-2-ene C\C=C\CCCCCCCC